C(C)[Si]1(O[Si](O[Si](O1)(C)C)(CNC)C)C 2-ethylmethylamino-2,4,4,6,6-pentamethylcyclotrisiloxane